CC=1C(=NC(N([C@H]2[C@H](O)[C@H](O)[C@@H](CO)O2)C1)=O)N 5-Methyl-Cytidine